FC(C(C1CCNCC1)NC1=CC=C(C=C1)C=1NC2=NC=NC(=C2C1)N1C2COCC1CC2)(F)F [2,2,2-trifluoro-1-(4-piperidyl)ethyl](p-{4-(3-oxa-8-azabicyclo[3.2.1]oct-8-yl)-1H-1,5,7-triazainden-2-yl}phenyl)amine